(R)-tert-butyl (1-(3-(3-chloro-4-cyanophenyl)-1H-pyrazol-1-yl)propan-2-yl)carbamate ClC=1C=C(C=CC1C#N)C1=NN(C=C1)C[C@@H](C)NC(OC(C)(C)C)=O